CN1C(=NC2=C1C=CC(=C2)C(=O)OC)NC=2SC1=C(N2)CCCC1 methyl 1-methyl-2-((4,5,6,7-tetrahydrobenzo[d]thiazol-2-yl) amino)-1H-benzo[d]imidazole-5-carboxylate